ClCC(CC(=O)Cl)C 4-chloro-3-methylbutanoyl chloride